2,2-difluoro-N-(4-(hydroxymethyl)thiazol-2-yl)-2-phenoxyacetamide FC(C(=O)NC=1SC=C(N1)CO)(OC1=CC=CC=C1)F